6-chloro-8-fluoro-2-(((2R,7aS)-2-fluoro-hexahydro-1H-pyrrolizin-7a-yl)methoxy)-3-((2-(trimethylsilyl)ethoxy)methyl)quinazolin-4(3H)-one ClC=1C=C2C(N(C(=NC2=C(C1)F)OC[C@]12CCCN2C[C@@H](C1)F)COCC[Si](C)(C)C)=O